ClC1=C(C=CC=C1)S(=O)(=O)N(C1=CC(=CC=C1)CN1CCN(CC1)C(C)=O)S(=O)(=O)C1=C(C=CC=C1)Cl 2-chloro-N-((2-chlorophenyl)sulfonyl)-N-(3-((4-acetylpiperazin-1-yl)methyl)phenyl)benzenesulfonamide